C[C@H](CCCC(C)C(=O)SCCNC(=O)CCNC(=O)[C@@H](C(C)(C)COP(=O)([O-])OP(=O)([O-])OC[C@@H]1[C@H]([C@H]([C@@H](O1)N2C=NC3=C(N=CN=C32)N)O)OP(=O)([O-])[O-])O)[C@H]4CC[C@@H]5[C@@]4([C@H](C[C@H]6[C@H]5[C@@H](C[C@H]7[C@@]6(CC[C@H](C7)O)C)O)O)C The molecule is an acyl-CoA(4-) that is the tetraanion of 3alpha,7alpha,12alpha-trihydroxy-5beta-cholestan-26-oyl-CoA, arising from deprotonation of phosphate and diphosphate functions. It is a conjugate base of a 3alpha,7alpha,12alpha-trihydroxy-5beta-cholestan-26-oyl-CoA.